CN(C(=O)C=1C=NN2C1CN(CC2)C(=O)C=2NC1=CC=CC=C1C2)C2(CC2)C2=C(C(=O)O)C=CC=C2 2-{1-[N-methyl-5-(1H-indole-2-carbonyl)-4H,5H,6H,7H-pyrazolo[1,5-a]pyrazine-3-amido]cyclopropyl}benzoic acid